(3-chlorophenyl)[(4E)-4-{3-[3-(hydroxymethyl)phenyl]prop-2-yn-1-ylidene}-3,3-dimethylpiperidin-1-yl]methanone ClC=1C=C(C=CC1)C(=O)N1CC(/C(/CC1)=C/C#CC1=CC(=CC=C1)CO)(C)C